N-(1-(3,4-dichlorobenzyl)-2,3-diketoindol-5-yl)nicotinamide 2-(((S)-1-(((S)-1,1-bis(4-isopropylphenyl)propan-2-yl)amino)-1-oxopropan-2-yl)carbamoyl)-4-methoxypyridin-3-yl-butyrate C(C)(C)C1=CC=C(C=C1)C([C@H](C)NC([C@H](C)NC(=O)C1=NC=CC(=C1OC(CCC)=O)OC)=O)C1=CC=C(C=C1)C(C)C.ClC=1C=C(CN2C(C(C3=CC(=CC=C23)NC(C2=CN=CC=C2)=O)=O)=O)C=CC1Cl